COC1=NC=CC=C1COC=1C=CC2=C(C(=C(O2)C)C(=O)NC2CCN(CC2)C)C1 5-((2-methoxypyridin-3-yl)methoxy)-2-methyl-N-(1-methylpiperidin-4-yl)benzofuran-3-carboxamide